dimethylsilylene(3-n-butylcyclopentadienyl)(cyclopentadienyl)zirconium dichloride [Cl-].[Cl-].C[Si](=[Zr+2](C1C=CC=C1)C1C=C(C=C1)CCCC)C